NC1=NC=C(C=C1C(=O)N[C@@H]1[C@H](CCC1)OCC1=CC=C(C=C1)C=1C=C2C=C(NC2=CC1)C(F)(F)F)C=1C=NN(C1)C 2-amino-5-(1-methyl-1H-pyrazol-4-yl)-N-[(1S,2S)-2-({4-[2-(trifluoromethyl)-1H-indol-5-yl]phenyl}methoxy)cyclopentyl]pyridine-3-carboxamide